8-quinolyl carbamate C(N)(OC=1C=CC=C2C=CC=NC12)=O